O=C1NCCC1 oxo-pyrrolidin